C(CCCCCCC)=NC(CC)[Si](OC)(OC)OC 1-Octylidenaminopropyltrimethoxysilan